C(/C1=CC=CC=C1)=C\1/CC(OC(C1(C)C)C1=CC=C(C=C1)F)=O (E)-4-benzylidene-6-(4-fluorophenyl)-5,5-dimethyltetrahydro-2H-pyran-2-one